CN(C1=C(C=C(C=N1)B(O)O)C)C 6-(DIMETHYLAMINO)-5-METHYLPYRIDIN-3-YLBORONIC ACID